COC1=CC(=CC2=C1C(=NO2)NS(=O)(=O)C2=C(C=CC=C2)OC)CN2N=CC(=C2)CN(C(OC(C)(C)C)=O)C tert-butyl ((1-((4-methoxy-3-((2-methoxyphenyl) sulfonamido)benzo[d]isoxazol-6-yl)methyl)-1H-pyrazol-4-yl)methyl)(methyl)carbamate